FC1(CN(CCC1)C=1C2=C(N=C(N1)OCC1(CC1)C=O)C(=C(N=C2)C2=CC(=CC1=CC=C(C(=C21)C#C)F)OCOC)F)F 1-(((4-(3,3-Difluoropiperidin-1-yl)-7-(8-ethynyl-7-fluoro-3-(methoxymethoxy)naphthalen-1-yl)-8-fluoropyrido[4,3-d]pyrimidin-2-yl)oxy)methyl)cyclopropane-1-carbaldehyde